N[C@H](C(=O)O)CNC(CCCCCC)=O (S)-2-amino-3-heptanamidopropionic acid